N=1C=CN2C1N=CC(=C2)C2=CNC=1N=C(N=CC12)CC(C)(C)C 5-(imidazo[1,2-a]pyrimidin-6-yl)-2-neopentyl-7H-pyrrolo[2,3-d]pyrimidine